(2S,3S,5R)-3-((tert-butyldimethylsilyl)oxy)-5-(5-fluoro-2,4-dioxo-3,4-dihydropyrimidin-1(2H)-yl)tetrahydrofuran-2-carbaldehyde [Si](C)(C)(C(C)(C)C)O[C@@H]1[C@H](O[C@H](C1)N1C(NC(C(=C1)F)=O)=O)C=O